(3-Thiocyanatopropyl)Triethoxysilane S(C#N)CCC[Si](OCC)(OCC)OCC